bis[4-(9-phenyl-9H-fluoren-9-yl)phenyl]pyrene-1,6-diamine C1(=CC=CC=C1)C1(C2=CC=CC=C2C=2C=CC=CC12)C1=CC=C(C=C1)C=1C(=C(C=2C=CC3=CC=C(C=4C=CC1C2C43)N)N)C4=CC=C(C=C4)C4(C3=CC=CC=C3C=3C=CC=CC43)C4=CC=CC=C4